ClC1=C(C=CC=C1)C1CN(CCN1)C1=NC(=NC(=C1)C(C)C)N 4-(3-(2-chlorophenyl)piperazin-1-yl)-6-isopropylpyrimidin-2-amine